butane-diamine C(CCC)(N)N